5-[2-[[(3R,4R)-4-[4-Chloro-2-(5-fluoro-2-pyridyl)-1H-imidazol-5-yl]-3-methyl-1-piperidyl]sulfonyl]ethyl]-3-methyl-1,2,4-oxadiazole ClC=1N=C(NC1[C@H]1[C@H](CN(CC1)S(=O)(=O)CCC1=NC(=NO1)C)C)C1=NC=C(C=C1)F